tert-butyl (3R)-3-(6-bromo-5-chloro-4-oxo-quinazolin-3-yl)-1-oxa-8-azaspiro[4.5]decane-8-carboxylate BrC=1C(=C2C(N(C=NC2=CC1)[C@H]1COC2(C1)CCN(CC2)C(=O)OC(C)(C)C)=O)Cl